Ethyl 3-(4-(5-(((isopentylcarbamoyl)oxy)methyl)-1-methyl-1H-1,2,3-triazol-4-yl)phenoxy)cyclohexanecarboxylate C(CC(C)C)NC(=O)OCC1=C(N=NN1C)C1=CC=C(OC2CC(CCC2)C(=O)OCC)C=C1